O[C@H]1CN(CC1)C=1OC=2C(=NC(=C(C2)C(=O)NC2=NC(=CC=C2)C=2C=NN(C2)C)N2C[C@@H](CC2)O)N1 2,5-bis((R)-3-Hydroxypyrrolidin-1-yl)-N-(6-(1-methyl-1H-pyrazol-4-yl)pyridin-2-yl)oxazolo[4,5-b]pyridine-6-carboxamide